COC1=C(C=C2C[C@H]3C4=C(C2=C1)C5=C(C=C4CCN3)OCO5)O The molecule is an organic heteropentacyclic compound 6,7,7a,8-tetrahydro-5H-benzo[g][1,3]dioxolo[4',5':4,5]benzo[1,2,3-de]quinoline bering additional hydroxy and methoxy substituents at positions 10 and 11 respectively. It has a role as an apoptosis inducer, a plant metabolite, a topoisomerase inhibitor, an antifungal agent, an antibacterial agent, an antineoplastic agent and a platelet aggregation inhibitor. It is an organic heteropentacyclic compound, an aromatic ether, a secondary amino compound, a member of phenols and an aporphine alkaloid.